C(C=C)[C@]1(C2(OCCO2)CCCC1)C(=O)OCC ethyl (R)-6-allyl-1,4-dioxaspiro[4.5]decane-6-carboxylate